C1(CC1)CN1C=CC2=NN(C(C(=C21)C2=CC=C(C=C2)OC(F)F)=O)C=2C=C1C=CC=NC1=CC2 5-(cyclopropylmethyl)-4-(4-(difluoromethoxy)phenyl)-2-(quinolin-6-yl)-2,5-dihydro-3H-pyrrolo[3,2-c]pyridazin-3-one